O[C@H](CN(C[C@@H]([C@H]([C@@H]([C@@H](CO)O)O)O)O)CC#C)[C@@H]([C@H]([C@H](CO)O)O)O (2R,3R,4R,5S)-6-(((2R,3S,4S,5S)-2,3,4,5,6-pentahydroxyhexyl)(prop-2-yn-1-yl)amino)hexane-1,2,3,4,5-penta-ol